2,4,5,6-tetraiodoisophthalic acid diglycidyl ester C(C1CO1)OC(C1=C(C(C(=O)OCC2CO2)=C(C(=C1I)I)I)I)=O